N-(2-chloro-4-fluorophenyl)-5-(2-chloro-5-(isobutyrylaminomethyl)benzoylamino)-1-(2-methoxyethyl)-1H-indole-2-carboxamide ClC1=C(C=CC(=C1)F)NC(=O)C=1N(C2=CC=C(C=C2C1)NC(C1=C(C=CC(=C1)CNC(C(C)C)=O)Cl)=O)CCOC